P(O)(=O)(OP(=O)(O)O)OC[C@@H]1[C@H]([C@H]([C@@H](O1)N1C(=O)N=C(N)C=C1)O)O cytidin diphosphate